C(C)(C)(C)OC(N[C@H](C(=O)N1C[C@]2(C[C@H]1C(N)=O)C(NC1=CC=C(C=C12)[2H])=O)CC(C)C)=O (S)-1-((3R,5'S)-5'-carbamoyl-2-oxospiro[indoline-3,3'-pyrrolidine]-1'-yl-5-d)-4-methyl-1-oxopentan-2-yl-carbamic acid tert-butyl ester